C(C)(C)(C)OC(=O)[C@H]1N(C[C@H](C1)O)C=1N=C(N=C2C3=CC=CC=C3OC12)C(CCCOCC(=O)O)(F)F 2-(4-{6-[(2S,4S)-2-[(tert-butoxy)carbonyl]-4-hydroxypyrrolidin-1-yl]-8-oxa-3,5-diazatricyclo[7.4.0.02,7]trideca-1(13),2,4,6,9,11-hexaen-4-yl}-4,4-difluorobutoxy)acetic acid